C[C@@H](C(=O)N[C@H](CCC(=O)N[C@@H](CCC[C@H](C(=O)[O-])[NH3+])C(=O)N[C@H](C)C(=O)N[C@H](C)C(=O)[O-])C(=O)[O-])NC(=O)[C@@H](C)O[C@@H]1[C@H]([C@H](O[C@@H]([C@H]1O)CO)OP(=O)([O-])OP(=O)([O-])OC/C=C(/C)\\CC/C=C(/C)\\CC/C=C(/C)\\CC/C=C(/C)\\CC/C=C(/C)\\CC/C=C(/C)\\CC/C=C(/C)\\CC/C=C(/C)\\CC/C=C(\\C)/CC/C=C(\\C)/CCC=C(C)C)NC(=O)C The molecule is the organophosphate oxoanion of overall charge -4 formed from undecaprenyldiphospho-N-acetylmuramoyl-L-alanyl-D-gamma-glutamyl-meso-2,6-diaminopimeloyl-D-alanyl-D-alanine at pH 7.3. It is a conjugate base of an undecaprenyldiphospho-N-acetylmuramoyl-L-alanyl-D-gamma-glutamyl-meso-2,6-diaminopimeloyl-D-alanyl-D-alanine.